NC1=CC=C(CCNS(=O)(=O)C=2C=CC3=C(C(=C(O3)C(=O)O)C)C2)C=C1 5-(N-(4-Aminophenethyl)sulfamoyl)-3-methylbenzofuran-2-carboxylic acid